FC1=CC=C(C=C1)NC(=O)N1CCC2(CC(C2)C2=CC=NC3=CC=C(C=C23)F)CC1 N-(4-fluorophenyl)-2-(6-fluoroquinoline-4-yl)-7-azaspiro[3.5]nonane-7-carboxamide